C(C(C)C)NCCCOC=1C=C(C=C(C1)CNCCCNCCCN)CNCCCNCCCN N1,N1'-((5-(3-(iso-butylamino)propoxy)-1,3-phenylene)bis(methylene))bis(N3-(3-aminopropyl)propane-1,3-diamine)